COC=1C=C(C=CC1N1CCC2(OCCO2)CC1)NC=1N=C(C2=C(N1)SC=C2C)NC2=CC=CC(=N2)C(C)(C)O 2-(6-((2-((3-methoxy-4-(1,4-dioxa-8-azaspiro[4.5]decan-8-yl)phenyl)amino)-5-methylthieno[2,3-d]pyrimidin-4-yl)amino)pyridin-2-yl)propan-2-ol